2-[6-amino-5-[8-[2-[3-(4-piperidinyloxy)cyclobutoxy]-4-pyridyl]-3,8-diazabicyclo[3.2.1]octan-3-yl]pyridazin-3-yl]phenol dihydrochloride Cl.Cl.NC1=C(C=C(N=N1)C1=C(C=CC=C1)O)N1CC2CCC(C1)N2C2=CC(=NC=C2)OC2CC(C2)OC2CCNCC2